BrC1=C(C=NN1CC)CNNC(=O)OC(C)(C)C tert-butyl 2-((5-bromo-1-ethyl-1H-pyrazol-4-yl)methyl)hydrazine-1-carboxylate